7-tert-butyl-4-methyl-3-(prop-1-en-2-yl)-4H-1,2,4-benzothiadiazine-1,1-dioxide C(C)(C)(C)C1=CC2=C(N(C(=NS2(=O)=O)C(=C)C)C)C=C1